O[C@@H]1C[C@@H](OC2=C1C=C(C=C2)C(F)(F)F)C(=O)NC21CC(C2)(C1)N1N=CC(=C1)C1=NC=C(C=C1)C(F)(F)F (2R,4R)-4-hydroxy-6-(trifluoromethyl)-N-(3-{4-[5-(trifluoromethyl)pyridin-2-yl]-1H-pyrazol-1-yl}bicyclo[1.1.1]pentan-1-yl)-3,4-dihydro-2H-1-benzopyran-2-carboxamide